CN1N=CC2=C1NC1=C(N(C2)C(=O)C2C(C2(C)C)(C)C)C=CC=C1 (1-methyl-4,10-dihydrobenzo[b]pyrazolo[3,4-e][1,4]diazepin-5(1H)-yl)(2,2,3,3-tetramethylcyclopropyl)methanone